3-(1-cyclopropyl-1H-pyrazol-4-yl)-N-(1-(2-(2,2-difluoroethoxy)-5-fluorophenyl)ethyl)pyrazolo[1,5-a]pyrimidin-5-amine C1(CC1)N1N=CC(=C1)C=1C=NN2C1N=C(C=C2)NC(C)C2=C(C=CC(=C2)F)OCC(F)F